C(C)(CC)C1C(NC2=C(CN1C(=O)N1C(CCC1)C1=NC(=NO1)C)C=CC=C2)=O 3-(sec-butyl)-4-(2-(3-methyl-1,2,4-oxadiazol-5-yl)pyrrolidine-1-carbonyl)-1,3,4,5-tetrahydro-2H-benzo[1,4]diazepin-2-one